(((1s,4s)-4-(1H-imidazol-1-yl)cyclohexyl)oxy)-N-hydroxy-7-morpholino-1,6-naphthyridine-3-carboxamide N1(C=NC=C1)C1CCC(CC1)OC1=NC2=CC(=NC=C2C=C1C(=O)NO)N1CCOCC1